1-amino-2-(hydroxymethyl)cyclopropanecarboxylic acid NC1(C(C1)CO)C(=O)O